(S)-6-(4-(2-(2-aminoacetamido)ethoxy)phenyl)-N-(2-(2-cyano-4,4-difluoropyrrolidin-1-yl)-2-oxoethyl)quinoline-4-carboxamide 2,2,2-trifluoroacetate FC(C(=O)O)(F)F.NCC(=O)NCCOC1=CC=C(C=C1)C=1C=C2C(=CC=NC2=CC1)C(=O)NCC(=O)N1[C@@H](CC(C1)(F)F)C#N